(1S,3R,4S,5R)-3-((5-chloro-4-(8-fluoro-3-(morpholinomethyl)quinolin-6-yl)pyrimidin-2-yl)amino)-6,8-dioxabicyclo[3.2.1]octan-4-ol ClC=1C(=NC(=NC1)N[C@@H]1C[C@H]2CO[C@@H]([C@H]1O)O2)C=2C=C1C=C(C=NC1=C(C2)F)CN2CCOCC2